NCC=1C=C2C=C(N(C2=CC1)CCCC(F)(F)F)CO (5-(Aminomethyl)-1-(4,4,4-trifluorobutyl)-1H-indol-2-yl)methanol